6-((1H-pyrazolo[3,4-b]pyridin-5-yl)oxy)-2-((1-(2-oxaspiro[3.3]heptan-6-yl)-5-(trifluoromethyl)-1H-pyrazol-3-yl)amino)-1-methyl-1H-imidazo[4,5-b]pyridine-7-carbonitrile N1N=CC=2C1=NC=C(C2)OC=2C(=C1C(=NC2)N=C(N1C)NC1=NN(C(=C1)C(F)(F)F)C1CC2(COC2)C1)C#N